methyl-[1,1'-biphenyl]-4-carboxamide CC1=C(C=CC(=C1)C(=O)N)C1=CC=CC=C1